CN1N=C(C(=C1)C1=C(C=C(C=C1)C1=NNC(OC1)=O)C(F)(F)F)C(F)(F)F 5-{4-[1-Methyl-3-(trifluoromethyl)-1H-pyrazol-4-yl]-3-(trifluoromethyl)phenyl}-3,6-dihydro-2H-1,3,4-oxadiazin-2-one